C1(CC1)CN1CC=CC(=C1)N1CCN(CC1)CC=1C=NC=2C=C(C(NC2C1)=O)CC N-(cyclopropylmethyl)-5-(4-((7-ethyl-6-oxo-5,6-dihydro-1,5-naphthyridin-3-yl)methyl)piperazin-1-yl)pyridine